2-(cis-3-allyl-3-fluoro-4-hydroxypiperidin-1-yl)-4-aminopyrimidine C(C=C)[C@@]1(CN(CC[C@H]1O)C1=NC=CC(=N1)N)F